O1N=C(C=C1)C=1N=C(C2=C(N1)SC(=C2)C)NCCCC2=CC=C(C=C2)OC(F)(F)F 2-(isoxazol-3-yl)-6-methyl-N-(3-(4-(trifluoromethoxy)phenyl)propyl)thieno[2,3-d]pyrimidin-4-amine